5'-(2-(((1r,4r)-4-aminocyclohexyl)amino)-1-phenylethyl)-2'-chloro-4,6-difluoro-5-(2-methoxyethoxy)-[1,1'-biphenyl]-2-carboxamide hydrochloride Cl.NC1CCC(CC1)NCC(C1=CC=CC=C1)C=1C=CC(=C(C1)C=1C(=CC(=C(C1F)OCCOC)F)C(=O)N)Cl